(S)-2-(3-(3-(fluoro(4-methyl-4H-1,2,4-triazol-3-yl)methyl)oxetan-3-yl)phenyl)-3-oxo-7-(trifluoromethyl)isoindoline-5-carbaldehyde F[C@@H](C1(COC1)C=1C=C(C=CC1)N1CC2=C(C=C(C=C2C1=O)C=O)C(F)(F)F)C1=NN=CN1C